C(C1=CC=CC=C1)NC(C[C@@H]1NC([C@@H]2CC3=C(NC=4C=C(C=CC34)OC)[C@@H](N2C1=O)CC(C)C)=O)=O N-benzyl-2-((3S,6S,12aS)-6-isobutyl-9-methoxy-1,4-dioxo-1,2,3,4,6,7,12,12a-octahydropyrazino[1',2':1,6]pyrido[3,4-b]indol-3-yl)acetamide